5-(3-(methylamino)pyrrolidin-1-yl)pyrazine-2-carboxamide CNC1CN(CC1)C=1N=CC(=NC1)C(=O)N